BrC(=CC(C)=O)Br 4,4-dibromobut-3-en-2-one